butyl 4-(6-amino-5-(benzyloxy)nicotinoyl)-3,3-dimethylpiperazine-1-carboxylate NC1=NC=C(C(=O)N2C(CN(CC2)C(=O)OCCCC)(C)C)C=C1OCC1=CC=CC=C1